C(C)(C)(C)OC(=O)N1CCC(CC1)CN1C(CN(CC1)C)=O 4-[(4-methyl-2-oxo-piperazin-1-yl)methyl]piperidine-1-carboxylic acid tert-butyl ester